CSC(=NCCCCCCCCCCCCCCN=C(N)SC)N n1,n14-bis((s-methyl)isothioureido)tetradecane